OC=1C(N(C(C1C1=CC=C(C=C1)C(F)(F)F)C)C1=CC=CC=C1)=O 3-Hydroxy-5-methyl-1-phenyl-4-(4-(trifluoromethyl)phenyl)-1,5-dihydro-2H-pyrrol-2-one